(3-Fluoropyridin-2-yl)ethan-1-ol Tert-butyl-3-(2-(1-(3-cyanophenyl)-1H-pyrazol-3-yl)propanamido)-5-cyclopropyl-1H-pyrazole-1-carboxylate C(C)(C)(C)C=1C(=NN(C1C1CC1)C(=O)OC(C)C1=NC=CC=C1F)NC(C(C)C1=NN(C=C1)C1=CC(=CC=C1)C#N)=O